8-(2,4-dimethoxyphenyl)-5-hydroxy-2-(methylthio)pyrido[2,3-d]pyrimidin-7(8H)-one COC1=C(C=CC(=C1)OC)N1C(C=C(C2=C1N=C(N=C2)SC)O)=O